C(C)N(C1CCN(CC1)CC(=O)N1[C@@H](CCC1)C#N)C=1C=C2C=CC=NC2=CC1 (2S)-1-[2-[4-[ethyl-(6-quinolinyl)amino]-1-piperidinyl]acetyl]pyrrolidine-2-carbonitrile